Diethyl-3-ethenylbenzol C(C)C1=C(C=CC=C1C=C)CC